C=C(C#N)CCC#N methylenepentanedinitrile